C(#N)N1C[C@H](CC1)C(=O)NC=1N=C2N(C=CC(=C2)C=2C(=NOC2C)C)C1 (S)-1-cyano-N-(7-(3,5-dimethylisoxazol-4-yl)imidazo[1,2-a]pyridin-2-yl)pyrrolidine-3-carboxamide